C(C1=CC=CC=C1)N1CC2=CN=C(C=C2C(C1=O)C(=O)OC)Cl methyl 2-benzyl-6-chloro-3-oxo-1,2,3,4-tetrahydro-2,7-naphthyridine-4-carboxylate